O1C2=C(C=C1)SC(=C2)C=O thieno[3,2-b]furan-5-carbaldehyde